C1(=CC=CC=C1)[SiH]([C@@H](C)C1=CC=CC=C1)C1=CC=CC=C1 (S)-diphenyl-(1-phenylethyl)silane